FC(C=1C=NN(C1)C1=C(C#N)C=CC=C1N(C1=NC=C(C=N1)Cl)C1=NC=C(C=N1)Cl)(F)F 2-(4-(trifluoromethyl)-1H-pyrazol-1-yl)-3-(bis(5-chloropyrimidin-2-yl)amino)benzonitrile